(S)-1-(5-((2-amino-3-chloropyridin-4-yl)thio)imidazo[1,5-a]pyrazin-8-yl)-2'-methyl-4'H,6'H-spiro[piperidine-4,5'-pyrrolo[1,2-b]pyrazole]-4'-amine (trifluoroacetate) FC(C(=O)O)(F)F.NC1=NC=CC(=C1Cl)SC1=CN=C(C=2N1C=NC2)N2CCC1([C@@H](C=3N(N=C(C3)C)C1)N)CC2